5,7-diiodo-2-methylpyrazolo[1,5-a]pyrimidine IC1=NC=2N(C(=C1)I)N=C(C2)C